6-chloro-5-methoxy-N,N-bis[(4-methoxyphenyl)methyl]-1,2,4-triazin-3-amine ClC1=C(N=C(N=N1)N(CC1=CC=C(C=C1)OC)CC1=CC=C(C=C1)OC)OC